C1(CC1)C1=NC=CC(C1)=C=O cyclopropyl-4-carbonyl-pyridin